C1=NC=CC=2CC[C@H]3N(C12)CCNC3 (R)-6,6a,7,8,9,10-hexahydro-5H-pyrazino[1,2-a][1,7]naphthyridine